C[C@H]1N(C=2C(=NC=CC2C=2C1=NN(N2)C([2H])([2H])[2H])NC2=C(C=NC(=C2)NC2=NC=C(C=C2)F)C(CC([2H])([2H])[2H])=O)C |r| (R/S)-1-(4-((4,5-dimethyl-2-(methyl-d3)-4,5-dihydro-2H-[1,2,3]triazolo[4,5-c][1,7]naphthyridin-6-yl)amino)-6-((5-fluoropyridin-2-yl)amino)pyridin-3-yl)propan-1-one-3,3,3-d3